sodium borate, lithium salt [Li+].B([O-])([O-])O.[Na+]